Calcium oxide oxygen [O+2].[O-2].[Ca+2].[O-2]